ClC=1C=CC(=C(C1)C1=CC(N(C=C1OC)C(C(=O)O)CC)=O)N1N=NC(=C1)Cl 2-{4-[5-chloro-2-(4-chloro-1H-1,2,3-triazol-1-yl)phenyl]-5-methoxy-2-oxopyridin-1(2H)-yl}butyric acid